N[C@H](C(=O)N1CCN(CC1)C1=C(C=C(C(=C1)OC)NC1=NC=C(C(=N1)C=1C=NN2C1C=CC=C2)Cl)NC(\C=C/C=C)=O)C (S)-N-{2-[4-(2-aminopropionyl)piperazin-1-yl]-5-{[5-chloro-4-pyrazolo[1,5-a]pyridin-3-ylpyrimidin-2-yl]amino}-4-methoxyphenyl}-cis-2,4-pentadienamide